ClC1=NC=NC2=C1N(C=1C=C(C(=CC21)F)F)CC2=CC=C(CP([O-])([O-])=O)C=C2 (4-((4-chloro-7,8-difluoro-5H-pyrimido[5,4-b]indol-5-yl)methyl)benzyl)phosphonate